N1(CCCC1)C=1C(CCC1)=O 2-(1-Pyrrolidinyl)-2-cyclopenten-1-on